COC(=O)C1=NC=2C=CNC(C2C=C1)=O 5-oxo-5,6-dihydro-1,6-naphthyridine-2-carboxylic acid methyl ester